2'-((1-(m-tolyl)-1H-1,2,3-triazol-4-yl)methyl)-3',4'-dihydro-2'H-spiro[cyclohexane-1,1'-isoquinolin]-4'-ol C1(=CC(=CC=C1)N1N=NC(=C1)CN1C2(C3=CC=CC=C3C(C1)O)CCCCC2)C